5-chloro-2-(trifluoromethyl)benzene-1-sulfonyl chloride ClC=1C=CC(=C(C1)S(=O)(=O)Cl)C(F)(F)F